(2R,3R,4R,5R)-5-((benzoyloxy)methyl)-3-ethynyl-3-hydroxytetrahydrofuran-2,4-diyl dibenzoate C(C1=CC=CC=C1)(=O)O[C@H]1O[C@@H]([C@H]([C@]1(O)C#C)OC(C1=CC=CC=C1)=O)COC(C1=CC=CC=C1)=O